Cl.Cl.Cl.COC1=CC=C(C=C1)C1=NC2=CC=CC=C2C(=C1)NCCCN(CCCN1CCCCC1)C N1-(2-(4-methoxyphenyl)quinolin-4-yl)-N3-methyl-N3-(3-(piperidin-1-yl)propyl)propane-1,3-diamine trihydrochloride